(S)-(4-(4-fluoropyrazolo[1,5-a]pyridin-2-yl)-6,7-dihydro-1H-imidazo[4,5-c]pyridin-5(4H)-yl)(6-(1-methyl-1H-pyrazol-3-yl)pyrazolo[1,5-a]pyridin-3-yl)methanone FC=1C=2N(C=CC1)N=C(C2)[C@H]2N(CCC1=C2N=CN1)C(=O)C=1C=NN2C1C=CC(=C2)C2=NN(C=C2)C